5-chloro-N-((1r,4r)-4-((3-(6-(3,3-difluoroazetidin-1-yl)pyridin-3-yl)-2-oxo-2,3-dihydro-1H-benzo[d]imidazol-1-yl)methyl)cyclohexyl)-2-methylnicotinamide ClC=1C=NC(=C(C(=O)NC2CCC(CC2)CN2C(N(C3=C2C=CC=C3)C=3C=NC(=CC3)N3CC(C3)(F)F)=O)C1)C